5-(4-((1-(4-(4-chloro-1,2-bis(4-hydroxyphenyl)but-1-en-1-yl)phenyl)piperidin-4-yl)methyl)piperazin-1-yl)-2-(2,6-dioxopiperidin-3-yl)-6-fluoroisoindoline-1,3-dione ClCCC(=C(C1=CC=C(C=C1)O)C1=CC=C(C=C1)N1CCC(CC1)CN1CCN(CC1)C=1C=C2C(N(C(C2=CC1F)=O)C1C(NC(CC1)=O)=O)=O)C1=CC=C(C=C1)O